4-(2,6-Dimethoxyphenyl)-N-((3-fluorobenzyl)sulfonyl)-5-(6-methoxypyridin-2-yl)-4H-1,2,4-triazole-3-carboxamide COC1=C(C(=CC=C1)OC)N1C(=NN=C1C1=NC(=CC=C1)OC)C(=O)NS(=O)(=O)CC1=CC(=CC=C1)F